N*2*-Cyclopropyl-5-(2-isopropyl-4,5-dimethoxy-benzyl)-pyrimidine-2,4-diamine C1(CC1)NC1=NC=C(C(=N1)N)CC1=C(C=C(C(=C1)OC)OC)C(C)C